1,5-difluoro-3-methyl-2-nitrobenzene FC1=C(C(=CC(=C1)F)C)[N+](=O)[O-]